2-((1E,3E,5E)-5-(1-(6-((2-ammonioethyl)amino)-6-oxohexyl)-3,3-dimethylindolin-2-ylidene)penta-1,3-dien-1-yl)-1-ethyl-3,3-dimethyl-3H-indol-1-ium [NH3+]CCNC(CCCCCN1\C(\C(C2=CC=CC=C12)(C)C)=C\C=C\C=C\C1=[N+](C2=CC=CC=C2C1(C)C)CC)=O